5-(4-(tert-Butoxycarbonyl)piperazin-1-yl)-2-methylbenzoic acid C(C)(C)(C)OC(=O)N1CCN(CC1)C=1C=CC(=C(C(=O)O)C1)C